(R)-2-(2-((6-bromo-2,3-dihydro-1H-inden-1-yl)oxy)-5-methoxyphenyl)acetic acid ethyl ester C(C)OC(CC1=C(C=CC(=C1)OC)O[C@@H]1CCC2=CC=C(C=C12)Br)=O